7-isopropoxy-2-((1R,4S)-1-(methoxymethyl)-2-oxabicyclo[2.2.1]heptan-4-yl)imidazo[1,2-a]pyrimidine-6-carboxylic acid C(C)(C)OC1=NC=2N(C=C1C(=O)O)C=C(N2)[C@]21CO[C@](CC2)(C1)COC